FC1(CN(C12CCC(CC2)N)S(=O)C(C)(C)C)F 3,3-difluoro-1-(2-methylpropane-2-sulfinyl)-1-azaspiro[3.5]nonan-7-amine